3-isopropyl-1-methyl-N-[(1-methyl-1,2,4-triazol-3-yl)methyl]-6-(3-propoxypyridazin-4-yl)pyrazolo[3,4-b]pyridin-4-amine C(C)(C)C1=NN(C=2N=C(C=C(C21)NCC2=NN(C=N2)C)C2=C(N=NC=C2)OCCC)C